6-chloro-3-[[(1R)-1-[3,6-dimethyl-2-(2-methylpyrazolo[4,3-b]pyridin-5-yl)-4-oxo-benzopyran-8-yl]ethyl]amino]pyridine-2-carbonitrile ClC1=CC=C(C(=N1)C#N)N[C@H](C)C1=CC(=CC=2C(C(=C(OC21)C=2C=CC=1C(N2)=CN(N1)C)C)=O)C